[Cl-].C(CCCCCC)[N+]1=CC=C(C=C1)CCCC 1-Heptyl-4-butylpyridinium chlorid